C(CCCCCCCCCCCCCCCCC)[Sr] octadecylstrontium